C(C1=CC=CC=C1)N1N=C2C(N(CCC2=C1Cl)[C@@H]1C(N(C2=C(OC1)C=CC(=C2)N2CC1(C2)CCOCC1)C)=O)=O (S)-3-(2-benzyl-3-chloro-7-oxo-2,4,5,7-tetrahydro-6H-pyrazolo[3,4-c]pyridin-6-yl)-5-methyl-7-(7-oxa-2-azaspiro[3.5]non-2-yl)-2,3-dihydrobenzo[b][1,4]oxazepin-4(5H)-one